BrC1=C(C2=CC=CC=C2C=C1)O 2-bromonaphthalen-1-ol